C(#N)CC(=O)C1CCC(CC1)C(=O)NC(C)C (1s,4s)-4-(2-cyanoacetyl)-N-isopropylcyclohexane-1-carboxamide